(2R,4S)-5,5-dihydroxy-9-[(1-{[(2R)-4-methylmorpholin-2-yl]acetyl}azetidin-3-yl)oxy]-5-boranuidatricyclo[5.4.0.02,4]undeca-1(11),7,9-triene-8-carboxylic acid O[B-]1([C@H]2C[C@H]2C2=CC=C(C(=C2C1)C(=O)O)OC1CN(C1)C(C[C@@H]1CN(CCO1)C)=O)O